1,1,2,2,3,3-hexafluoro-4-(perfluoroisopropyl)cyclopentane FC1(C(C(C(C1)C(C(F)(F)F)(C(F)(F)F)F)(F)F)(F)F)F